ClC1=C(C=C(C(=O)N2CCC(CC2)N2CCN(CC2)C(=O)OC(C)(C)C)C=C1)N1C(NC(CC1)=O)=O tert-butyl 4-{1-[4-chloro-3-(2,4-dioxo-1,3-diazinan-1-yl)benzoyl]piperidin-4-yl}piperazine-1-carboxylate